(2S,4R)-methyl 1-(2-((tert-butyldimethylsilyl) oxy) ethyl)-4-fluoro-5-oxopyrrolidine-2-carboxylate [Si](C)(C)(C(C)(C)C)OCCN1[C@@H](C[C@H](C1=O)F)C(=O)OC